perfluorophenyl 1-azido-15-oxo-17,17-bis((3-oxo-3-(perfluorophenoxy)propoxy)methyl)-3,6,9,12,19-pentaoxa-16-azadocosan-22-oate N(=[N+]=[N-])CCOCCOCCOCCOCCC(NC(COCCC(=O)OC1=C(C(=C(C(=C1F)F)F)F)F)(COCCC(=O)OC1=C(C(=C(C(=C1F)F)F)F)F)COCCC(OC1=C(C(=C(C(=C1F)F)F)F)F)=O)=O